F[C@H]1[C@H](C1)C(=O)NC1=NC=C2C=C(C=3N(C2=C1)C(=CN3)F)C=3C=NC(=CC3C)[C@@H](CCC)O (1R,2R)-2-fluoro-N-(1-fluoro-4-{6-[(1R)-1-hydroxybutyl]-4-methylpyridin-3-yl}imidazo[1,2-a]1,6-naphthyridin-8-yl)cyclopropane-1-carboxamide